4-(aminomethyl)-cyclohexanemethanol NCC1CCC(CC1)CO